BrC1=CC(=C(C=C1OC)CCNCC1=C(C=CC=C1)F)OC 2-(4-bromo-2,5-dimethoxyphenyl)-N-[(2-fluorophenyl)methyl]ethylamine